2,2-bis(o-methacryloxyphenyl)hexafluoropropane C(C(=C)C)(=O)OC1=C(C=CC=C1)C(C(F)(F)F)(C(F)(F)F)C1=C(C=CC=C1)OC(C(=C)C)=O